CC1=NOC(=C1C1=CC=C2C=3N([C@H](COC31)C3=NC=CC=C3)C(=N2)C=2CCN(CC2)C(=O)OC(C)(C)C)C tert-Butyl 4-[(4S)-7-(3,5-dimethylisoxazol-4-yl)-4-pyridin-2-yl-4,5-dihydroimidazo[1,5,4-de][1,4]benzoxazin-2-yl]-3,6-dihydropyridine-1(2H)-carboxylate